benzyl 6-amino-3,4-dihydroisoquinoline-2(1H)-carboxylate NC=1C=C2CCN(CC2=CC1)C(=O)OCC1=CC=CC=C1